N-(6-(1-Methyl-1H-pyrazol-3-yl)isoquinolin-3-yl)-2-(4-methylpiperazine-1-yl)isonicotinamide CN1N=C(C=C1)C=1C=C2C=C(N=CC2=CC1)NC(C1=CC(=NC=C1)N1CCN(CC1)C)=O